C1CC12CNCC2CCOC=2C=C1C(=CNC1=CC2)NC(C)=O N-(5-(2-(5-azaspiro[2.4]heptan-7-yl)ethoxy)-1H-indol-3-yl)acetamide